C(C)OC=1C=C(C=C)C=CC1OC(F)F 3-ethoxy-4-difluoromethoxy-styrene